1,8-bis(benzoylamino)anthraquinone C(C1=CC=CC=C1)(=O)NC1=CC=CC=2C(C3=CC=CC(=C3C(C12)=O)NC(C1=CC=CC=C1)=O)=O